ClC1=NN(C=C1NC1=NC=C2C(=N1)N(N=C2Cl)CC)C2CCN(CC2)C(C)=O 1-(4-(3-chloro-4-(3-chloro-1-ethyl-1H-pyrazolo[3,4-d]pyrimidin-6-ylamino)-1H-pyrazol-1-yl)piperidin-1-yl)ethanone